ClC=1C=C(C=C(C1)Cl)C1=NC(=CC(=C1)CN1CCC(CC1)CC(=O)O)OC=1C=NC(=NC1)N1CCNCC1 2-(1-((2-(3,5-dichloro-phenyl)-6-((2-(piperazin-1-yl)pyrimidin-5-yl)oxy)pyridin-4-yl)methyl)piperidin-4-yl)acetic acid